C(C)(C)(C)NC([C@H]1N(CCC1)C([C@H]1N(CCC1)C([C@@H](N(C)C([C@@H](N(C)C)C(C)C)=O)C(C)C)=O)=O)=O N,N-dimethyl-L-valyl-N-methyl-L-valyl-L-prolyl-L-proline-tert-butylamide